FC1([C@H]2[C@@H](N(C1)C(=O)OCC1=CC=CC=C1)CC(C2)=O)F (cis)-benzyl 3,3-difluoro-5-oxohexahydrocyclopenta[b]pyrrole-1(2H)-carboxylate